ClC1=NC=C(C(=C1)N1C(C=C(C=C1C)OC([2H])([2H])C1=NC=C(C=C1F)F)=O)C (P)-2'-chloro-4-((3,5-difluoropyridin-2-yl)methoxy-d2)-5',6-dimethyl-2H-[1,4'-bipyridin]-2-one